NC=1SC2=C(N1)C(=CC=C2F)C2=C(C=C1C(=NC=NC1=C2F)NC2CN(C2)C(CCl)=O)Cl 1-[3-[[7-(2-amino-7-fluoro-1,3-benzothiazol-4-yl)-6-chloro-8-fluoro-quinazolin-4-yl]amino]azetidin-1-yl]-2-chloro-ethanone